6-(morpholin-4-yl)pyrazolo[1,5-a]pyridin-2-ol N1(CCOCC1)C=1C=CC=2N(C1)N=C(C2)O